behenyl-ethyl-hydroxyethyl-methyl-ammonium methyl-sulfate COS(=O)(=O)[O-].C(CCCCCCCCCCCCCCCCCCCCC)[N+](C)(CCO)CC